dihydropyrido[2,3-d:6,5-d']dipyrimidine-2,4,6,8(1H,3H,5H,7H)-tetraone N1C(NC(C2C1=NC1=NC(NC(C1C2)=O)=O)=O)=O